CCCCC=C(CC)C1=C(C(=O)N)C=CC=C1 Oct-5-en-6-yl-benzamide